C(C)(C)(C)OC(=O)N[C@H](C(=O)OC)CC1CCN(CC1)CC methyl (S)-2-((tert-butoxycarbonyl)amino)-3-(1-ethylpiperidin-4-yl)propanoate